3-[(dimethylamino)methyl]-N-[5-[4-methoxy-2-methyl-5-(4-prop-2-enoyl-1,4-diazepan-1-carbonyl)phenyl]sulfanylthiazol-2-yl]benzamide CN(C)CC=1C=C(C(=O)NC=2SC(=CN2)SC2=C(C=C(C(=C2)C(=O)N2CCN(CCC2)C(C=C)=O)OC)C)C=CC1